C(C)(C)(C)OC(=O)N1CC=2C=CC(=NC2CC1CC(C)C)SCC1=CC=CC=C1 2-(Benzylsulfanyl)-7-(2-methylpropyl)-5,6,7,8-tetrahydro-1,6-naphthyridine-6-carboxylic acid tert-butyl ester